N[C@H]1CN(C[C@H]1F)C1=CC=2C[C@@H]3N(CC2C=C1)[C@@H](CN(C3)C3=C1C=CC=NC1=C(C=C3)C#N)C 5-[(4R,11aS)-9-[(3S,4R)-3-amino-4-fluoro-pyrrolidin-1-yl]-4-methyl-1,3,4,6,11,11a-hexahydropyrazino[1,2-b]isoquinolin-2-yl]quinoline-8-carbonitrile